phenylacetic acid, p-hydroxyphenylacetylamide OC1=CC=C(C=C1)CC(=O)NC(CC1=CC=CC=C1)=O